1-cyclopropylcyclopropylamine, hydrochloride Cl.C1(CC1)C1(CC1)N